sodium carbamate zinc dibutyl-dithiocarbamate C(CCC)N(C([S-])=S)CCCC.[Zn+2].C(N)([O-])=O.[Na+]